BrC1=CC(=C(C=C1F)O)C(CC)O 4-bromo-5-fluoro-2-(1-hydroxypropyl)phenol